2,2'-[1,2-ethanediylbis(oxy-2,1-ethanediyloxy)]dianiline C(COCCOC1=C(N)C=CC=C1)OCCOC1=C(N)C=CC=C1